4-[cyano-(4-fluorophenyl)methyl]piperidine C(#N)C(C1CCNCC1)C1=CC=C(C=C1)F